BrC1=CC=C(OCCCN2[C@@H](C(N(CC2)C)=O)C)C=C1 (R)-4-(3-(4-bromophenoxy)propyl)-1,3-dimethylpiperazin-2-one